O=C1NC(CCC1N1C(C2=CC=CC(=C2C1=O)NCCNC(CN1CCNCC1)=O)=O)=O 4-(2-((2-((2-(2,6-dioxo-piperidine-3-yl)-1,3-dioxoisoindoline-4-yl)amino)ethyl)amino)-2-oxoethyl)piperazine